C(C)(C)(C)[C@@]1(N(CCC1)S(=O)(=O)C1=C(C=C(C=C1)C)OC1(CC1)CCCN(C1CCC(CC1)(F)F)C(=O)OC(C)(C)C)C(=O)O.C1(=CC=CC=C1)C=1NC=C(N1)C(=O)C1=CC=C(C=C1)C (2-phenyl-1H-imidazol-4-yl)(p-tolyl)methanone tert-Butyl-((2-(1-(3-((tert-butoxycarbonyl)(4,4-difluorocyclohexyl)amino)propyl)cyclopropoxy)-4-methylphenyl)sulfonyl)-L-prolinate